3-[3-acetyl-6-[5-[(6-methylpyridazin-3-yl)amino]benzimidazol-1-yl]-2-pyridyl]triazole-4-carbonitrile C(C)(=O)C=1C(=NC(=CC1)N1C=NC2=C1C=CC(=C2)NC=2N=NC(=CC2)C)N2N=NC=C2C#N